[5-(4-fluorophenyl)-6-(1-hydroxy-1-methyl-ethyl)-1H-pyrrolo[2,3-f]indazol-7-yl]benzoic acid FC1=CC=C(C=C1)N1C(=C(C2=C1C=C1C=NNC1=C2)C2=C(C(=O)O)C=CC=C2)C(C)(C)O